1-Heptyl-4-Methylpiperidinium cyanid [C-]#N.C(CCCCCC)[NH+]1CCC(CC1)C